FC1=C(C=CC=C1F)[C@H]1CN(CC12CCC2)C(=O)C2=NOC(N2)=O (S)-3-(8-(2,3-difluorophenyl)-6-azaspiro[3.4]octane-6-carbonyl)-1,2,4-oxadiazol-5(4H)-one